OC(CCCC[C@H]1CC[C@@H]2[C@@]1(CC[C@@H]1[C@]3(CC[C@@H](C[C@@H]3CC[C@@H]21)OC(COCC2=CC=CC=C2)=O)C)C)(C)C (benzyloxy)Acetic acid-(1S,3aS,3bS,5aS,7S,9aS,9bS,11aR)-1-(5-hydroxy-5-methylhexyl)-9a,11a-dimethylhexadecahydro-1H-cyclopenta[1,2-i]phenanthrene-7-yl ester